O1N=C(N=C1)COC1=C(C=C(C=C1)CC)S(=O)(=O)NC1=NOC2=C1C(=CC(=C2)CN2N=CC(=C2)CN)OC 2-((1,2,4-oxadiazol-3-yl)methoxy)-N-(6-((4-(aminomethyl)-1H-pyrazol-1-yl)methyl)-4-methoxybenzo[d]isoxazol-3-yl)-5-ethylbenzenesulfonamide